C1(CCC1)C1C(N2CCOC3=C(SC(C(N1)=O)=C32)C=3C=NN(C3)C(C3=CC=CC=C3)(C3=CC=CC=C3)C3=CC=CC=C3)C 10-cyclobutyl-9-methyl-3-(1-tritylpyrazol-4-yl)-5-oxa-2-thia-8,11-diazatricyclo[6.4.1.04,13]trideca-1(13),3-dien-12-one